tert-butyl (S)-7-(4-((3-(((benzyloxy) carbonyl) amino)-4-methoxy-4-oxobutyl) (2-(dimethylamino)-2-oxoethyl) amino) butyl)-3,4-dihydro-1,8-naphthyridine-1(2H)-carboxylate C(C1=CC=CC=C1)OC(=O)N[C@@H](CCN(CCCCC1=CC=C2CCCN(C2=N1)C(=O)OC(C)(C)C)CC(=O)N(C)C)C(=O)OC